O[C@@H](CCNC(OC(C)(C)C)=O)C[C@@H](C(=O)N[C@H](C=O)C(C)C)NC(OC(C)(C)C)=O di-tert-butyl ((3S,5S)-3-hydroxy-6-(((s)-3-methyl-1-oxobutan-2-yl)amino)-6-oxohexane-1,5-diyl)dicarbamate